OC(CNC(=O)NCC(C)O)C N,N'-bis(2-hydroxypropyl)-urea